2-(2,6-dioxopiperidin-3-yl)-5-(4-((1-(2-(4-(1,2-diphenylbut-1-en-1-yl)phenoxy)ethyl)piperidin-4-yl)methyl)-3,5-dimethylpiperazin-1-yl)isoindoline-1,3-dione O=C1NC(CCC1N1C(C2=CC=C(C=C2C1=O)N1CC(N(C(C1)C)CC1CCN(CC1)CCOC1=CC=C(C=C1)C(=C(CC)C1=CC=CC=C1)C1=CC=CC=C1)C)=O)=O